C(C1=CC=CC=C1)N1CCC(CC1)C1=C(C(=CC=2C3=CC(=CC=C3C(=CC12)C(=O)N)O)OC)OC (1-benzylpiperidin-4-yl)-6-hydroxy-2,3-dimethoxyphenanthrene-9-carboxamide